cis-N-(4-chloro-3-cyclobutylphenyl)-1-(5-methyl-1,3,4-oxadiazol-2-yl)-3-(trifluoromethyl)-6-azabicyclo[3.1.1]heptane-6-carboxamide ClC1=C(C=C(C=C1)NC(=O)N1C2CC(CC1(C2)C=2OC(=NN2)C)C(F)(F)F)C2CCC2